tert-butyl 4-(6-(((5-(3,6-dihydro-2H-pyran-4-yl)-7-((2-(trimethylsilyl)ethoxy)methyl)-7H-pyrrolo[2,3-d]pyrimidin-4-yl)amino)methyl)pyridin-2-yl)-2,2-dimethylpiperazine-1-carboxylate O1CCC(=CC1)C1=CN(C=2N=CN=C(C21)NCC2=CC=CC(=N2)N2CC(N(CC2)C(=O)OC(C)(C)C)(C)C)COCC[Si](C)(C)C